NC1CCC2(CC3(C(N(C(N3C)=O)C)=O)C2)CC1 10-amino-1,3-dimethyl-1,3-diazadispiro[4.1.57.15]tridecane-2,4-dione